1,3-bis{4-[(2-ethylhexan-1-yl)oxy]butyl}imidazolium C(C)C(COCCCCN1C=[N+](C=C1)CCCCOCC(CCCC)CC)CCCC